ClC=1C(=C(C=CC1)NC=1C2=C(NC1C1=C(C=NC=C1)C#CC1(CC1)C(F)F)CCOC2=O)OC 3-[(3-chloro-2-methoxyphenyl)amino]-2-(3-{2-[1-(difluoromethyl)cyclopropyl]ethynyl}pyridin-4-yl)-1H,6H,7H-pyrano[4,3-b]pyrrol-4-one